FC1=C(CN2C(N([C@H](C3=CC=C(C=C23)C(=O)NCC2=C(C=C(C=C2F)F)F)C)C)=O)C=C(C=C1)OC (S)-1-(2-fluoro-5-methoxybenzyl)-3,4-dimethyl-2-oxo-N-(2,4,6-trifluorobenzyl)-1,2,3,4-tetrahydroquinazoline-7-carboxamide